tert-butyl ((3-amino-1-(dimethylcarbamoyl)-1H-pyrazol-4-yl)methyl)carbamate NC1=NN(C=C1CNC(OC(C)(C)C)=O)C(N(C)C)=O